palladium hydroxide aluminum [Al].[Pd](O)O